NCC1(CCC1)C(=O)N[C@@H](CC1=CC=C(C=C1)C=1C=CC2=C(N(C(O2)=O)C)C1)C#N 1-(aminomethyl)-N-[(1S)-1-cyano-2-[4-(3-methyl-2-oxo-2,3-dihydro-1,3-benzoxazol-5-yl)phenyl]ethyl]cyclobutane-1-carboxamide